ClC1=CC=C(C=C1)C1=NN(CC1C=1SC=CC1)C(=O)NS(=O)(=O)C1=CC=C(C=C1)C(F)(F)F 3-(4-chlorophenyl)-4-(thiophene-2-yl)-N-((4-(trifluoromethyl)phenyl)sulfonyl)-4,5-dihydro-1H-pyrazole-1-carboxamide